C(CCC)P(C12CC3CC(CC(C1)C3)C2)C23CC1CC(CC(C2)C1)C3 n-butyl-di(1-adamantyl)phosphine